4-[3-(methoxymethyl)-2,2-dimethyl-cyclopentyl]-2-methyl-butan-1-ol COCC1C(C(CC1)CCC(CO)C)(C)C